NCC(C(=O)NC=1C=CC=C2C(=CNC12)C=1C=NNC1)C1=CC=C(C=C1)CN 3-amino-2-[4-(aminomethyl)phenyl]-N-[3-(1H-pyrazol-4-yl)-1H-indol-7-yl]propionamide